N(=O)N(CC)CC N-Nitrosodiethylamine